(3-(1-(4-methyl-4H-1,2,4-triazol-3-yl)propan-2-yl)phenyl)picolinamide CN1C(=NN=C1)CC(C)C=1C=C(C=CC1)C=1C(=NC=CC1)C(=O)N